CNC=1C2=C(N=CN1)N(C=C2)[C@H]2[C@@H]([C@@H]([C@H](C2)CN(CCCNCCC2=CC=CC=C2)C=2C=NN(C2)C)O)O (1R,2S,3R,5R)-3-[4-(methylamino)pyrrolo[2,3-d]pyrimidin-7-yl]-5-{[(1-methylpyrazol-4-yl)({3-[(2-phenylethyl)amino]propyl})amino]methyl}cyclopentane-1,2-diol